2-bromo-N,N-dimethyl-1H-imidazole-1-sulfonamide BrC=1N(C=CN1)S(=O)(=O)N(C)C